FC1=C(C=C(C=C1)F)[C@@]1([C@H](C1)C=C)C(=O)OCC ethyl (1R,2R)-1-(2,5-difluorophenyl)-2-vinylcyclopropane-1-carboxylate